2-(Quinolin-6-ylmethyl)hexahydro-2H-pyrazino[1,2-a]pyrazine-6,9-dione N1=CC=CC2=CC(=CC=C12)CN1CC2N(CC1)C(CNC2=O)=O